C1=CC=CC2=C1C=1NC3=CC=CC=C3C1CC2 6,11-dihydro-5H-benzo[a]carbazole